COC1=CC=C(CN2C=C(C(C3=CC=CC=C23)=O)C(=O)O)C=C1 1-(4-methoxybenzyl)-4-oxo-1,4-dihydroquinoline-3-carboxylic acid